(S)-1-(1,4-dibromoisoquinoline-3-yl)-2-(3,5-difluorophenyl)ethylamine hydrochloride Cl.BrC1=NC(=C(C2=CC=CC=C12)Br)[C@H](CC1=CC(=CC(=C1)F)F)N